C(C1=CC=CC=C1)OC([C@H](CCC(=O)O)NC(=O)OCC1=CC=CC=C1)=O (S)-5-(benzyloxy)-4-(((benzyloxy)carbonyl)amino)-5-oxopentanoic acid